N-((1r,3r)-3-(4-phenyl-5-(thiazol-2-yl)-4H-1,2,4-triazol-3-yl)cyclobutyl)pyridineamide C1(=CC=CC=C1)N1C(=NN=C1C=1SC=CN1)C1CC(C1)NC(=O)C1=NC=CC=C1